methyl-(1-(4-chloro-6-((4,4-difluorocyclohexyl)amino)pyrimidin-2-yl)-1H-pyrazol-3-yl)methanol CC(O)C1=NN(C=C1)C1=NC(=CC(=N1)Cl)NC1CCC(CC1)(F)F